FC1(CCN(CC1)CC(C)(C)C1=CC(=NC(=N1)C1=C2C(=NC=C1)NC=C2)N2[C@@H](COCC2)C)F (R)-4-(6-(1-(4,4-difluoropiperidin-1-yl)-2-methylpropan-2-yl)-2-(1H-pyrrolo[2,3-b]pyridin-4-yl)pyrimidin-4-yl)-3-methylmorpholine